C(C)(=O)N1CCC(CC1)C1=NN(C=2C=CC=C(C12)C1=C(C=C2C=NN(C2=C1)C)F)CC(=O)N(CC(=O)NCC(=O)O)C1CC1 N-(2-(3-(1-acetylpiperidin-4-yl)-5'-fluoro-1'-methyl-1H,1'H-[4,6'-biindazol]-1-yl)acetyl)-N-cyclopropylglycylglycine